C1(CC1)[C@H]1OC2=C(CN(C1)CC1=CC(=CC=3C=CSC31)[C@@H](CC(=O)O)C3=C(C1=C(N(N=N1)C)C=C3)C)N=C(C=C2)O (3R)-3-(7-{[(2R)-2-cyclopropyl-7-hydroxy-2,3-dihydropyrido[2,3-f][1,4]oxazepine-4(5H)-yl]methyl}-1-benzothiophen-5-yl)-3-(1,4-dimethyl-1H-benzotriazol-5-yl)propanoic acid